[F-].C(CCCCCCCCCCC)[NH+]1C(=CC=C1)CCCC 1-Dodecyl-2-butylpyrrolium fluorid